1-[7-[4-(dimethylamino)phenyl]-1,6-naphthyridin-5-yl]-4-piperidinecarboxamide CN(C1=CC=C(C=C1)C1=NC(=C2C=CC=NC2=C1)N1CCC(CC1)C(=O)N)C